2-[4-[3-(2,2-difluorocyclopropyl)-5-fluorophenyl]-6-oxo-3-propan-2-ylpyridazin-1-yl]-N-(5-fluoropyrimidin-4-yl)acetamide FC1(C(C1)C=1C=C(C=C(C1)F)C=1C(=NN(C(C1)=O)CC(=O)NC1=NC=NC=C1F)C(C)C)F